4-amino-2-(2,6-dioxopiperidine-3-yl)isoindoline-1,3-dione NC1=C2C(N(C(C2=CC=C1)=O)C1C(NC(CC1)=O)=O)=O